CC1(CCC(CC1)CN1C(N(C=2N=CN(C2C1=O)C)C)=O)C(=O)O Methyl-4-[(3,7-dimethyl-2,6-dioxo-purin-1-yl)methyl]cyclohexanecarboxylic acid